(2E,4E,6E,8E)-3,7-Dimethyl-9-(2,6,6-trimethylcyclohexen-1-yl)nona-2,4,6,8-tetraenal C\C(=C/C=O)\C=C\C=C(\C=C\C1=C(CCCC1(C)C)C)/C